2-(4-methoxyphenyl)naphthalene COC1=CC=C(C=C1)C1=CC2=CC=CC=C2C=C1